Methyl(5-((4-(4-methylpiperazin-1-yl)phenyl)thio)-1H-benzo[d]imidazol-2-yl)carbamate hydrochloric acid salt Cl.CN(C(O)=O)C1=NC2=C(N1)C=CC(=C2)SC2=CC=C(C=C2)N2CCN(CC2)C